methyl-3-(((tert-butyldiphenylsilyl)oxy)methyl)-3-(difluoromethyl)cyclobutan-1-ol CC1(CC(C1)(C(F)F)CO[Si](C1=CC=CC=C1)(C1=CC=CC=C1)C(C)(C)C)O